1,2-bis(3,5-di-tert-butyl-4-hydroxyhydrocinnamoyl)hydrazine C(C)(C)(C)C=1C=C(CCC(=O)NNC(CCC2=CC(=C(C(=C2)C(C)(C)C)O)C(C)(C)C)=O)C=C(C1O)C(C)(C)C